2-amino-4-(trifluoromethyl)-6-(((1R,3S)-3-(trifluoromethyl)cyclohexyl)methyl)-6,7-dihydro-5H-pyrrolo[3,4-d]pyrimidin-5-one NC=1N=C(C2=C(N1)CN(C2=O)C[C@H]2C[C@H](CCC2)C(F)(F)F)C(F)(F)F